C(CC)S(=O)(=O)NC1CN(CC1)C=1C2=C(N=CN1)NC=C2 4-(3-(propylsulfonamido)pyrrolidin-1-yl)-7H-pyrrolo[2,3-d]pyrimidin